racemic-trans-3-acetyl-4-methyl-pyrrolidine-1-carboxylic acid tert-butyl ester C(C)(C)(C)OC(=O)N1C[C@H]([C@@H](C1)C)C(C)=O |r|